8,11,14-tetracosatrienoic acid C(CCCCCCC=CCC=CCC=CCCCCCCCCC)(=O)O